N-(1-(5-(6-(3-cyanopyrrolo[1,2-b]pyridazin-7-yl)-4-(isopropylamino)pyridin-3-yl)-1,3,4-thiadiazol-2-yl)piperidin-4-yl)piperidine-4-carboxamide C(#N)C1=CC=2N(N=C1)C(=CC2)C2=CC(=C(C=N2)C2=NN=C(S2)N2CCC(CC2)NC(=O)C2CCNCC2)NC(C)C